butyl 5-{[2-(4-isopropylphenyl)imidazo[1,2-a]pyridin-3-yl]methyl}hexahydropyrrolo[3,4-c]pyrrole-2(1H)-carboxylate C(C)(C)C1=CC=C(C=C1)C=1N=C2N(C=CC=C2)C1CN1CC2C(C1)CN(C2)C(=O)OCCCC